[Li+].COC1=C(C=CC=C1C1=NN=NN1C)NC1=C2C(=NC(=C1)NC(=O)C1CC1)NN(C2=O)C N-(4-((2-methoxy-3-(1-methyl-1H-tetrazol-5-yl)phenyl)amino)-2-methyl-3-oxo-2,3-dihydro-1H-pyrazolo[3,4-b]pyridin-6-yl)cyclopropanecarboxamide Lithium(1+)